6-[3-(1-aminoethyl)pyrazin-2-yl]pyrimidine-4-carboxamide t-amylperoxypivalate C(C)(C)(CC)CC(C(=O)OO)(C)C.NC(C)C=1C(=NC=CN1)C1=CC(=NC=N1)C(=O)N